9-(2-Bromoethyl)-3,6-dichloro-2,7-dimethoxy-9H-carbazole BrCCN1C2=CC(=C(C=C2C=2C=C(C(=CC12)OC)Cl)Cl)OC